CN1C(=NN=C1)C1(CCC1)C=1C=C(C=CC1)N1C=NC2=C(C=C(C=C2C1=O)CN1C[C@H](CCC1)C)C(F)(F)F (S)-3-(3-(1-(4-Methyl-4H-1,2,4-triazol-3-yl)cyclobutyl)phenyl)-6-((3-methylpiperidin-1-yl)methyl)-8-(trifluoromethyl)quinazolin-4(3H)-one